6-chloro-8-(4-chloro-2-fluorophenyl)-2,3-dimethylpyrido[2,3-b]pyrazine ClC=1C=C(C=2C(=NC(=C(N2)C)C)N1)C1=C(C=C(C=C1)Cl)F